C1(CCCCC1)OC1=C(C=C(C=C1)F)B(O)O [2-(CYCLOHEXYLOXY)-5-FLUOROPHENYL]BORANEDIOL